cis-decadienic acid C(\C=C/C=CCCCCC)(=O)O